5-((R)-2-(2,5-difluorophenyl)pyrrolidin-1-yl)-N-((R)-2,3-dihydroxypropyl)pyrazolo[1,5-a]pyrimidine-3-carboxamide FC1=C(C=C(C=C1)F)[C@@H]1N(CCC1)C1=NC=2N(C=C1)N=CC2C(=O)NC[C@H](CO)O